2-hydroxy-N-isopropyl-1,3-dimethyl-3-((S)-4-methyl-2-nonanamidopentanamido)-6-oxopiperidine-2-carboxamide OC1(N(C(CCC1(NC([C@H](CC(C)C)NC(CCCCCCCC)=O)=O)C)=O)C)C(=O)NC(C)C